4-(1-(4-((2H-1,2,3-triazol-2-yl)methyl)-2-chlorophenyl)-1H-imidazol-4-yl)-N-(1-(methylsulfonyl)piperidin-4-yl)-5-(trifluoromethyl)pyrimidin-2-amine N=1N(N=CC1)CC1=CC(=C(C=C1)N1C=NC(=C1)C1=NC(=NC=C1C(F)(F)F)NC1CCN(CC1)S(=O)(=O)C)Cl